(2S)-5-(2-amino-1H-1,3-benzodiazol-1-yl)-2-{[(tert-butoxy)carbonyl]amino}pentanoic acid NC1=NC2=C(N1CCC[C@@H](C(=O)O)NC(=O)OC(C)(C)C)C=CC=C2